NCC=1C=NC(=NC1)C1=C(C=C(C#N)C=C1)C(=O)C=1C=NN(C1)C=1SC=CN1 4-[5-(aminomethyl)pyrimidin-2-yl]-3-[1-(1,3-thiazol-2-yl)pyrazole-4-carbonyl]benzonitrile